O1CCC(=CC1)C=1C(=C(C(=NC1C)C)C(=O)NC1=CC(=C(C=C1)OC1=CC=NC2=CC(=C(N=C12)OC)OCCOC)F)O 5-(3,6-dihydro-2H-pyran-4-yl)-N-[3-fluoro-4-[[6-methoxy-7-(2-methoxyethoxy)-1,5-naphthyridin-4-yl]oxy]phenyl]-4-hydroxy-2,6-dimethylpyridine-3-carboxamide